(S)-1-(6-(4-fluoro-1H-pyrazol-1-yl)pyridin-3-yl)ethane-1-amine dihydrochloride Cl.Cl.FC=1C=NN(C1)C1=CC=C(C=N1)[C@H](C)N